C(#N)C1=CC=C(C2=C1CCO2)OC(=O)C2=C(NC1=C(C=NC(=C1C2)C2CCC2)C)C 4-cyano-2,3-dihydrobenzofuran-7-yl-5-cyclobutyl-2,8-dimethyl-1,4-dihydro-1,6-naphthyridine-3-carboxylate